C(C)SC1=NC2=C(C=C(C=C2C(N1C)=O)C)[C@H](C)N[S@](=O)C(C)(C)C (R)-N-((S)-1-(2-(ethylthio)-3,6-dimethyl-4-oxo-3,4-dihydroquinazolin-8-yl)ethyl)-2-methylpropane-2-sulfinamide